COC1=C(C=CC(=C1)C=C)O 2-methoxy-4-vinyl-phenol